N4-benzoyl-3'-O-methylthiomethyl-5'-O-tert-butyldimethylsilyl-2'-deoxycytidine C(C1=CC=CC=C1)(=O)NC1=NC(N([C@H]2C[C@H](OCSC)[C@@H](CO[Si](C)(C)C(C)(C)C)O2)C=C1)=O